[5-FLUORO-2-(OXAN-4-YLMETHOXY)PHENYL]BORANEDIOL FC=1C=CC(=C(C1)B(O)O)OCC1CCOCC1